C(CCCCCCCCCCCCCCC)OCCCCCCCCCCCCCCCC monohexadecyl ether